ClC=1C(=CC(=CC1)C(F)(F)F)F 5-chloro-4-fluoro-2-(trifluoromethyl)benzene